Cl.N1CCC(CC1)C=1C=CC(=NC1)C#N 5-(piperidin-4-yl)-2-cyanopyridine hydrochloride